COC1=CC=C(C=C1)C(OC[C@H]1O[C@@H](C[C@H]1O)N1N=NC(=C1)CN(CC#C)CC#C)(C1=CC=CC=C1)C1=CC=C(C=C1)OC (2R,3R,5S)-2-((bis(4-methoxyphenyl)(phenyl)methoxy)methyl)-5-(4-((di(prop-2-yn-1-yl)amino)methyl)-1H-1,2,3-triazol-1-yl)tetrahydrofuran-3-ol